3-ETHYL-4-FLUOROPHENYL-3-OXOPROPANOATE C(C)C=1C=C(C=CC1F)OC(CC=O)=O